C1=CC=CC2=CC3=CC=CC=C3C(=C12)CO 9-AnthraceneMethanol